CC(C=C)(C#C)O 3-methyl-1-penten-4-yn-3-ol